NCC1=CC(=C(C(=C1)C)NC(=O)C1=CC2=C(OCCC3=C2SC=C3)C=C1C=1C(=NC(=CC1)C(NCC1(CC1)CO)=O)C(=O)OC)C methyl 3-(9-((4-(aminomethyl)-2,6-dimethylphenyl)carbamoyl)-4,5-dihydrobenzo[b]thieno[2,3-d]oxepin-8-yl)-6-(((1-(hydroxymethyl)cyclopropyl)methyl)carbamoyl)picolinate